4,4'-dinonyl-2,2'-bipyridine C(CCCCCCCC)C1=CC(=NC=C1)C1=NC=CC(=C1)CCCCCCCCC